Cl[Si](CCC)(C)Cl dichloro(methyl)(propyl)silane